COC(=O)C1=C2C(=NC=C1)C=NN2 1H-pyrazolo[4,3-b]pyridine-7-carboxylic acid methyl ester